C(C)(C)(C)C1=CC=C(C(=O)[Si](C2=CC=CC=C2)(C2=CC=CC=C2)C2=CC=CC=C2)C=C1 (4-tert-butylbenzoyl)(triphenyl)silane